C(#N)CC(=O)NC=1SC=CN1 2-cyano-N-(thiazol-2-yl)acetamide